2-(1-(2-morpholinoethyl)-1H-pyrazol-4-yl)benzaldehyde O1CCN(CC1)CCN1N=CC(=C1)C1=C(C=O)C=CC=C1